N-(6-chloropyridin-3-yl)-6-(isothiazol-4-ylmethoxy)isoquinolin-1-amine ClC1=CC=C(C=N1)NC1=NC=CC2=CC(=CC=C12)OCC=1C=NSC1